ClC1=CC=C(OC2=CC(=C(C=C2)C(CN2N=CN=C2)(C(C)C)O)C(F)(F)F)C=C1 2-[4-(4-chlorophenoxy)-2-(trifluoromethyl)phenyl]-3-methyl-1-(1,2,4-triazol-1-yl)butan-2-ol